COC1=C(CNC=2N=CC(=C3C2N(N=C3)C)NC(C(=O)OCC)=O)C=CC(=C1)OC ethyl 2-((7-((2,4-dimethoxybenzyl) amino)-1-methyl-1H-pyrazolo[3,4-c]pyridin-4-yl) amino)-2-oxoacetate